salicylic acid-(2-diethylaminoethyl) ester hydrochloride Cl.C(C)N(CCOC(C=1C(O)=CC=CC1)=O)CC